N1(C=NC=C1)C(C)=O imidazole-1-yl-ethan-1-one